(S)-3-(4-((4-((S)-2-acetoxy-3-chloropropoxy)-3-chlorophenyl)sulfonyl)phenoxy)propane-1,2-diyl diacetate C(C)(=O)OC[C@H](COC1=CC=C(C=C1)S(=O)(=O)C1=CC(=C(C=C1)OC[C@@H](CCl)OC(C)=O)Cl)OC(C)=O